OC=1C=C(C=C(C1O)O)\C=C\C1=CC=CC=C1 3,5,4-trihydroxy-trans-stilbene